C1C(=O)N=C2C=CNC2=N1 3,4-dihydropyrrolopyrazinone